7-oxa-5-azaspiro[3.4]octane C1CCC12NCOC2